(3aR,5R,6aS)-2,2-dimethyl-5-((trityloxy)methyl)dihydrofuro[2,3-d][1,3]dioxol-6(3aH)-one CC1(O[C@H]2[C@@H](O1)O[C@@H](C2=O)COC(C2=CC=CC=C2)(C2=CC=CC=C2)C2=CC=CC=C2)C